3-bromo-5-(3-(pyrrolidin-1-yl)phenyl)-1,2,4-thiadiazole BrC1=NSC(=N1)C1=CC(=CC=C1)N1CCCC1